3-(1-adamantyl)-4-methoxyphenylboronic acid C12(CC3CC(CC(C1)C3)C2)C=2C=C(C=CC2OC)B(O)O